CN(CCNC([C@H](NC1=NC=2C=CC=CC2C=2N1N=C(N2)C=2C=NN(C2)C)C)=O)C N-[2-(dimethylamino)ethyl]-N2-[2-(1-methyl-1H-pyrazol-4-yl)[1,2,4]triazolo[1,5-c]quinazolin-5-yl]-D-alaninamide